OC(C#N)C1=CC(=NC=C1)C(F)(F)F 2-hydroxy-2-(2-(trifluoromethyl)pyridin-4-yl)acetonitrile